C(C)C1(NC2=CC=C(C=C2CC1)C1=NC(=NO1)C1=CSC=C1)CC 2,2-diethyl-6-[3-(thiophen-3-yl)-1,2,4-oxadiazol-5-yl]-1,3-dihydroquinolin